(14S)-8-tert-butyl-12,12-dimethyl-17-phenyl-3-(prop-2-en-1-yl)-2λ6-thia-3,9,11,18,23-pentaazatetracyclo[17.3.1.111,14.05,10]tetracosa-1(22),5,7,9,19(23),20-hexaene-2,2,4-trione C(C)(C)(C)C1=CC=C2C(N(S(C3=CC=CC(NC(CC[C@H]4CC(N(C2=N1)C4)(C)C)C4=CC=CC=C4)=N3)(=O)=O)CC=C)=O